N[C@H](C(=O)N1[C@@H]([C@H]2C([C@H]2C1)(C)C)C(=O)N[C@@H](C[C@H]1C(NC2(CC2)C1)=O)C#N)[C@@H](C)OC1(CCC1)C (1R,2S,5S)-3-[(2S,3R)-2-amino-3-(1-methylcyclobutoxy)butanoyl]-N-[(1S)-1-cyano-2-[(6R)-5-oxo-4-azaspiro[2.4]heptan-6-yl]ethyl]-6,6-dimethyl-3-azabicyclo[3.1.0]hexane-2-carboxamide